((1R,5R)-4-(4-(butyldimethylsilyl)-2,6-dimethoxyphenyl)-6,6-dimethylbicyclo[3.1.1]hept-2-en-2-yl)methanol C(CCC)[Si](C1=CC(=C(C(=C1)OC)C1C=C([C@H]2C([C@@H]1C2)(C)C)CO)OC)(C)C